disec-butyl peroxy dicarbonate C(OC(C)CC)(OOOOC(OC(C)CC)=O)=O